2,4-diamino-3,5-dimethyl-1-ethylbenzene NC1=C(C=C(C(=C1C)N)C)CC